FC1=CC2=C(N=C(O2)NC[C@@H]2N(C3CC([C@@H]2C)C3)C(=O)C3=NC(=CC=C3N3N=CC=N3)C)C=C1 |o1:10,15| 6-fluoro-N-{[(3R,4S) or (3S,4R)-4-methyl-2-[6-methyl-3-(2H-1,2,3-triazol-2-yl)pyridine-2-carbonyl]-2-azabicyclo[3.1.1]heptan-3-yl]methyl}-1,3-benzoxazol-2-amine